(2S,4R)-N-((S)-1-(4-Cyanophenyl)ethyl)-4-hydroxy-1-((R)-3-methyl-2-(3-(2-oxoethoxy)isoxazol-5-yl)butanoyl)pyrrolidine-2-carboxamide C(#N)C1=CC=C(C=C1)[C@H](C)NC(=O)[C@H]1N(C[C@@H](C1)O)C([C@H](C(C)C)C1=CC(=NO1)OCC=O)=O